tert-butyl (R)-(2-(3-((6-(2-hydroxy-4-(trifluoromethyl)phenyl)-5-methylpyridazin-3-yl)amino)piperidin-1-yl)ethyl)carbamate OC1=C(C=CC(=C1)C(F)(F)F)C1=C(C=C(N=N1)N[C@H]1CN(CCC1)CCNC(OC(C)(C)C)=O)C